(S)-2-(4-chlorophenyl)-1-(4-((5R,7S)-7-hydroxy-5-methyl-6,7-dihydro-5H-cyclopenta[d]pyrimidin-4-yl)piperazin-1-yl)-3-(tetrahydro-2H-pyran-4-ylamino)propan-1-one ClC1=CC=C(C=C1)[C@H](C(=O)N1CCN(CC1)C=1C2=C(N=CN1)[C@H](C[C@H]2C)O)CNC2CCOCC2